4-fluoro-3-methyl-1-(p-toluenesulfonyl)pyrrolo[2,3-b]pyridine-2-carboxylic acid FC1=C2C(=NC=C1)N(C(=C2C)C(=O)O)S(=O)(=O)C2=CC=C(C)C=C2